The molecule is a glycosylglycerol derivative in which the glycosyl moiety of glycosyl-sn-glycerol is N-acetyl-beta-D-glucosaminyl-(1->3)-[(D-glyceric acid)-(2->1)]-beta-D-glucosaminyl-(6-phospho-6)-N-acetyl-beta-D-glucosaminyl-(1->3)-[(D-glyceric acid)-(2->1)]-beta-D-glucosaminyl-(6-phospho-6)-beta-D-glucosyl-(1->6)-beta-D-glucosyl-(1->6)-beta-D-glucosyl attached at O-3, with O-1 and O-2 both carrying myristoyl substituents. Synthetic C. difficile lipoteichoic acid (LTA) molecule consisting of lipid + core region and two [(->6)-alpha-D-GlcpNAc-(1->3)-[P-6]-alpha-D-GlcpNAc-(1->2)-D-GroA polymeric repeats (where P-6 is a phosphodiester bridge and GroA is glyceric acid). It is a glycosylglycerol derivative and a lipoteichoic acid. It derives from a 1,2-ditetradecanoyl-sn-glycerol. CCCCCCCCCCCCCC(=O)OC[C@H](CO[C@H]1[C@@H]([C@H]([C@@H]([C@H](O1)CO[C@H]2[C@@H]([C@H]([C@@H]([C@H](O2)CO[C@H]3[C@@H]([C@H]([C@@H]([C@H](O3)COP(=O)(O)OC[C@@H]4[C@H]([C@@H]([C@H]([C@H](O4)O[C@H](CO)C(=O)O)NC(=O)C)O[C@@H]5[C@@H]([C@H]([C@@H]([C@H](O5)COP(=O)(O)OC[C@@H]6[C@H]([C@@H]([C@H]([C@H](O6)O[C@H](CO)C(=O)O)NC(=O)C)O[C@@H]7[C@@H]([C@H]([C@@H]([C@H](O7)CO)O)O)NC(=O)C)O)O)O)NC(=O)C)O)O)O)O)O)O)O)O)O)O)OC(=O)CCCCCCCCCCCCC